OC(=O)C(F)(F)F.C[C@@H]1C(NC2(CCNC2)C(N1)=O)=O (8R)-8-methyl-2,6,9-triazaspiro[4.5]decane-7,10-dione TFA salt